tert-butyl (R)-3-(N-(8-methylisoquinolin-1-yl)-4-(3-methylisoxazol-5-yl)piperidine-1-carboxamido)azepane-1-carboxylate CC=1C=CC=C2C=CN=C(C12)N(C(=O)N1CCC(CC1)C1=CC(=NO1)C)[C@H]1CN(CCCC1)C(=O)OC(C)(C)C